BrC=1C=CC(=C(C1)C1CNCCC1)Cl 3-(5-bromo-2-chlorophenyl)piperidine